[Fe](Cl)(Cl)Cl iron trichloride